(R)-N-(1-(3-amino-5-(trifluoromethyl)phenyl)ethyl)-2-methyl-6-(1-oxa-8-azaspiro[4.5]decan-8-yl)-8,9-dihydro-7H-cyclopenta[h]quinazolin-4-amine NC=1C=C(C=C(C1)C(F)(F)F)[C@@H](C)NC1=NC(=NC2=C3C(=C(C=C12)N1CCC2(CCCO2)CC1)CCC3)C